4-[(2S,4S)-1-[(5-methoxy-7-methyl-1H-indol-4-yl)methyl]-4-(methylsulfamoyl)piperidin-2-yl]benzoic acid COC=1C(=C2C=CNC2=C(C1)C)CN1[C@@H](C[C@H](CC1)S(NC)(=O)=O)C1=CC=C(C(=O)O)C=C1